C(CC(=O)[O-])(=O)[O-].[Na+].[Na+] Natrium malonat